C(C1=CC=CC=C1)OC(NCC(COC1COC(OC1)(C)C)COC1COC(OC1)(C)C)=O benzyl(3-((2,2-dimethyl-1,3-dioxan-5-yl)oxy)-2-(((2,2-dimethyl-1,3-dioxan-5-yl)oxy)methyl) propyl)carbamate